C1(=CC=CC=2C3=CC=CC=C3CC12)C(C1=CC=C(C=C1)CN)(C1=CC=CC=2C3=CC=CC=C3CC12)C1=CC=CC=2C3=CC=CC=C3CC12 [4-[tris(fluorenyl)methyl]phenyl]methanamine